2-(4-fluorophenyl)-2-(1-(4-(1-hydroxyethyl)piperidine-1-carbonyl)piperidin-4-ylidene)acetonitrile FC1=CC=C(C=C1)C(C#N)=C1CCN(CC1)C(=O)N1CCC(CC1)C(C)O